N[C@H](C(=O)O)CCC1=CC(=NC=C1)N (S)-2-amino-4-(2-aminopyridin-4-yl)butanoic acid